2-cyclopropyl-6-methoxy-1,2-dihydro-3H-pyrrolo[3,4-c]pyridin-3-one C1(CC1)N1C(C=2C=NC(=CC2C1)OC)=O